ClC=1C(=CC(=NC1)NC1CCC(CC1)NC(COCCNC(OCCCC)=O)C)C1=NC(=CC=C1)NCC1(CCOCC1)C#N butyl N-[2-[2-[[4-[[5-chloro-4-[6-[(4-cyanotetrahydropyran-4-yl)methylamino]-2-pyridyl]-2-pyridyl]amino]cyclohexyl]amino]propoxy]ethyl]carbamate